4-(3-isopropyl-5-(1-(methylglycyl)piperidin-4-yl)-1H-indol-2-yl)-2-methyl-2,5,6,7-Tetrahydro-1H-cyclopenta[c]pyridin-1-one C(C)(C)C1=C(NC2=CC=C(C=C12)C1CCN(CC1)C(CNC)=O)C=1C2=C(C(N(C1)C)=O)CCC2